4-methylthio-2-(1-phenylethenyl)aniline CSC1=CC(=C(N)C=C1)C(=C)C1=CC=CC=C1